n-propyl-(trimethylsilylmethyl)dimethoxysilane C(CC)[Si](OC)(OC)C[Si](C)(C)C